COC=1C=C2C(=CC=NC2=CC1OC)OC1=C(C=C(C=C1)NC(=O)NS(=O)(=O)CC1=CC(=CC=C1)F)F 1-[4-(6,7-Dimethoxyquinolin-4-yloxy)-3-fluorophenyl]-3-[(3-fluorobenzyl)sulfonyl]urea